bis(tri-t-butylphosphine) nickel (0) [Ni].C(C)(C)(C)P(C(C)(C)C)C(C)(C)C.C(C)(C)(C)P(C(C)(C)C)C(C)(C)C